Bornyl-(3-ethyl-3-oxetanylmethyl) ether C12(C(CC(CC1)C2(C)C)OCC2(COC2)CC)C